2-(chromane-4-carbonylamino)-4-[2-phenoxyethyl-[4-(5,6,7,8-tetrahydro-1,8-naphthyridin-2-yl)butyl]amino]butanoic acid O1CCC(C2=CC=CC=C12)C(=O)NC(C(=O)O)CCN(CCCCC1=NC=2NCCCC2C=C1)CCOC1=CC=CC=C1